C(C)OCC1(CN(CC1)CC=1C=NC=CC1)CCC1=CC=C(C=C1)F 3-((3-(ethoxy-methyl)-3-(4-fluoro-phenethyl)pyrrolidin-1-yl)methyl)pyridine